N-((3R,4S)-4-((2-(2,6-dichloro-3,5-dimethoxyphenyl)-4-(3,3-difluoroazetidin-1-yl)pyrido[3,4-d]pyrimidin-6-yl)amino)tetrahydrofuran-3-yl)acrylamide ClC1=C(C(=C(C=C1OC)OC)Cl)C=1N=C(C2=C(N1)C=NC(=C2)N[C@H]2[C@H](COC2)NC(C=C)=O)N2CC(C2)(F)F